4-((S)-4-acryloyl-2-methylpiperazin-1-yl)-6-fluoro-7-(2-fluoro-6-hydroxyphenyl)-1-(2-isopropyl-6-methylphenyl)pyrido[2,3-d]pyrimidin-2(1H)-one C(C=C)(=O)N1C[C@@H](N(CC1)C=1C2=C(N(C(N1)=O)C1=C(C=CC=C1C)C(C)C)N=C(C(=C2)F)C2=C(C=CC=C2O)F)C